(R)-4-(4-(1-(3-(difluoromethyl)-2-fluorophenyl)ethylamino)cinnolin-6-yl)-1-methylpiperidin-4-ol FC(C=1C(=C(C=CC1)[C@@H](C)NC1=CN=NC2=CC=C(C=C12)C1(CCN(CC1)C)O)F)F